phenyl-dimethyl-phosphine sulfur [S].C1(=CC=CC=C1)P(C)C